ethyl 4-(bis(4-methoxybenzyl)amino)-2-(2-methoxypyridin-4-yl)oxazole-5-carboxylate COC1=CC=C(CN(C=2N=C(OC2C(=O)OCC)C2=CC(=NC=C2)OC)CC2=CC=C(C=C2)OC)C=C1